[4-(1-methyl-1H-pyrazol-5-yl)-7-(3-methyl-1H-pyrazol-5-yl)imidazo[1,5-b]pyridazin-2-yl]-8-oxa-3-azabicyclo[3.2.1]octane CN1N=CC=C1C=1C=2N(N=C(C1)C13CNCC(CC1)O3)C(=NC2)C2=CC(=NN2)C